N-(2,5-dichloropyrimidin-4-yl)indol-7-amine ClC1=NC=C(C(=N1)NC=1C=CC=C2C=CNC12)Cl